N1=C(OC2=NC=CC=C21)C2=CC=C(N)C=C2 4-oxazolo[5,4-b]pyridin-2-ylaniline